Cl.C(C1=CC=CC=C1)N1CC(C(C(C1)(F)F)=O)C(=O)OC methyl 1-benzyl-5,5-difluoro-4-oxopiperidin-3-carboxylate hydrochloride